methyl α-ethylacrylate C(C)C(C(=O)OC)=C